Methyl (2S,4R)-4-azido-1-tritylpyrrolidine-2-carboxylate N(=[N+]=[N-])[C@@H]1C[C@H](N(C1)C(C1=CC=CC=C1)(C1=CC=CC=C1)C1=CC=CC=C1)C(=O)OC